3-[4-[1-[4-[4-[4-(aminomethyl)-3-methyl-phenyl]pyrrolo[1,2-b]pyridazin-6-yl]butyl]-4-piperidyl]anilino]piperidine-2,6-dione HCl salt Cl.NCC1=C(C=C(C=C1)C=1C=2N(N=CC1)C=C(C2)CCCCN2CCC(CC2)C2=CC=C(NC1C(NC(CC1)=O)=O)C=C2)C